FC(OC1=NC(=CC=C1NC(=O)C1(CCC2(OCCO2)CC1)C1=C(C=CC=C1)C(C)C)OC)F N-(2-(difluoromethoxy)-6-methoxypyridin-3-yl)-8-(2-isopropylphenyl)-1,4-dioxaspiro[4.5]decane-8-carboxamide